7-fluoro-5-oxo-4,5-dihydropyrazolo[1,5-a]pyrido[4,3-e]pyrimidine-6-carbonitrile FC1=C(C=2C(NC=3N(C2C=N1)N=CC3)=O)C#N